N-(5-(5-acetamido-1H-pyrazol-1-yl)-1,3,4-thiadiazol-2-yl)-3-(2-methoxy-2-methylpropoxy)-4-(3-methoxypyridin-2-yl)-2-oxo-2H-pyran-6-carboxamide C(C)(=O)NC1=CC=NN1C1=NN=C(S1)NC(=O)C1=CC(=C(C(O1)=O)OCC(C)(C)OC)C1=NC=CC=C1OC